nickel bis(sulphamidate) S(=O)(=O)(N)[O-].S(=O)(=O)(N)[O-].[Ni+2]